tribromoboron BrB(Br)Br